(R,E)-N-(4-((4-([1,2,4]triazolo[1,5-a]pyridin-7-yloxy)-2-methoxy-5-methylphenyl)amino)-7-(2-morpholinoethoxy)quinazolin-6-yl)-2-fluoro-3-(1-methylpyrrolidin-2-yl)acrylamide N=1C=NN2C1C=C(C=C2)OC2=CC(=C(C=C2C)NC2=NC=NC1=CC(=C(C=C21)NC(/C(=C\[C@@H]2N(CCC2)C)/F)=O)OCCN2CCOCC2)OC